ClC1=C2C=NN(C2=CC=C1NC1=NC(=NN1C)C1=CC(=C(OCC(=O)O)C=C1)OC)C1OCCCC1 2-[4-[5-[(4-chloro-1-tetrahydropyran-2-yl-indazol-5-yl)amino]-1-methyl-1,2,4-triazol-3-yl]-2-methoxy-phenoxy]Acetic acid